CN1N=C(N=C1C1=NC=CC=C1C(C)=O)CC(F)(F)F 2-[2-methyl-5-(2,2,2-trifluoroethyl)-1,2,4-triazol-3-yl]-3-pyridyl-ethanone